5-acetyl-1,3-benzodioxole C(C)(=O)C1=CC2=C(OCO2)C=C1